C1C2N(C(C(N1)=O)=O)CCCC2 hexahydro-2H-pyrido[1,2-a]pyrazine-3,4-dione